oct-1,3,5-triene C=CC=CC=CCC